4-(4-methylthiophen-3-yl)-7-propoxy-2H-chromen-2-one CC=1C(=CSC1)C1=CC(OC2=CC(=CC=C12)OCCC)=O